CN1CCC(CC1)NC1=C2C=C(N(C2=CC=C1)CC(F)(F)F)C1=NN=C(S1)CNC(OCC1=CC=CC=C1)=O benzyl ((5-(4-((1-methylpiperidin-4-yl)amino)-1-(2,2,2-trifluoroethyl)-1H-indol-2-yl)-1,3,4-thiadiazol-2-yl)methyl)carbamate